ClC1=CC=C(C=C1)C1=C(C(=NN1C1=C(C=C(C=C1)Cl)Cl)C(=O)N)C 5-(4-chlorophenyl)-1-(2,4-dichlorophenyl)-4-methylpyrazole-3-carboxamide